piperidin-4-yl-piperidine-4-carboxamide N1CCC(CC1)N1CCC(CC1)C(=O)N